FC1=C(C(C(C1(F)F)(F)F)(F)F)C(C(F)(F)F)(C(F)(F)F)C(F)(F)F 1,3,3,4,4,5,5-heptafluoro-2-(1,1,1,3,3,3-hexafluoro-2-(trifluoromethyl)prop-2-yl)cyclopent-1-ene